methyl 2-((2-bromo-5-methylpyridin-4-yl)oxy)acetate BrC1=NC=C(C(=C1)OCC(=O)OC)C